BrC1=NC=CC2=C1OC1=C2C=C(C=C1)[Ge](C)(C)C 1-bromo-6-(trimethylgermyl)benzofuro[2,3-c]pyridine